OCCNC(CC#N)CC 3-[(2-hydroxyethyl)amino]pentanenitrile